NCCS(=O)(=O)[O-].ClCC(COC=1C=C(C=O)C=C(C1)OCC(CCl)O)O.[K+] potassium 3,5-bis(3-chloro-2-hydroxypropoxy)benzaldehyde taurinate